(R)-N-ethyl-5-fluoro-2-((5-(2-(6-((2-hydroxy-2-methylpropyl)(methyl)amino)-2-methylhexan-3-yl)-2,6-diazaspiro[3.4]octan-6-yl)-1,2,4-triazin-6-yl)oxy)-N-isopropylbenzamide fumarate C(\C=C\C(=O)O)(=O)O.C(C)N(C(C1=C(C=CC(=C1)F)OC1=C(N=CN=N1)N1CC2(CN(C2)[C@@H](C(C)C)CCCN(C)CC(C)(C)O)CC1)=O)C(C)C